1-(5-methylpyridin-2-yl)-4-({(1R,3S)-3-[3-(trifluoromethyl)-1,2,4-oxadiazol-5-yl]cyclopentyl}amino)cyclohexanecarbonitrile CC=1C=CC(=NC1)C1(CCC(CC1)N[C@H]1C[C@H](CC1)C1=NC(=NO1)C(F)(F)F)C#N